The molecule is the inorganic nitrate salt of potassium. It has a role as a fertilizer. It is a potassium salt and an inorganic nitrate salt. [N+](=O)([O-])[O-].[K+]